CC1=C(C(=O)NC2(CC2)C=2C=3C4=C(C(N(C4=CC2)C)=O)C=CC3)C=C(C=C1)N1CC(C1)N1C(CCCC1)C 2-methyl-N-(1-(1-methyl-2-oxo-1,2-dihydrobenzo[cd]indol-6-yl)cyclopropyl)-5-(3-(2-methylpiperidin-1-yl)azetidin-1-yl)benzamide